3-(diphenylamino)phenylboronic acid C1(=CC=CC=C1)N(C=1C=C(C=CC1)B(O)O)C1=CC=CC=C1